4-methyl-1-[2-(4-prop-2-enoylpiperazin-1-yl)propyl]-5-[[2-[6-(2,2,2-trifluoroethyl)quinazolin-4-yl]-2,7-diazaspiro[3.5]nonan-7-yl]methyl]indole-2-carbonitrile CC1=C2C=C(N(C2=CC=C1CN1CCC2(CN(C2)C2=NC=NC3=CC=C(C=C23)CC(F)(F)F)CC1)CC(C)N1CCN(CC1)C(C=C)=O)C#N